3-((2-(6-methoxypyridin-3-yl)-2,3-dihydrobenzo[b][1,4]dioxin-6-yl)methyl)-3H-imidazo[4,5-b]pyridine-6-carbonitrile COC1=CC=C(C=N1)C1COC2=C(O1)C=CC(=C2)CN2C=NC=1C2=NC=C(C1)C#N